Cl.S1C(=CC2=C1C=CC=C2)C2CC1C(CN(C1)C)C2 5-(benzothien-2-yl)-2-methyloctahydrocyclopenta[c]pyrrole hydrochloride